C(C1=CC=CC=C1)OC=1C=C2CC[C@@H]([C@@H](C2=CC1)C1=CC=C(C=C1)N1CCC2(CC1)CCC(CC2)=O)C2=CC=CC=C2 3-(4-((1R,2S)-6-(benzyloxy)-2-Phenyl-1,2,3,4-tetrahydronaphthalen-1-yl)phenyl)-3-azaspiro[5.5]undecane-9-one